CN1C(=NC2=C1C=C(C=C2C)C2=CC=C(C=C2)N2CCC(CC2)N2CCCC2)C2=CC=C(C=C2)S(=O)(=O)C 1,4-dimethyl-2-(4-(methylsulfonyl)phenyl)-6-(4-(4-(pyrrolidin-1-yl)piperidin-1-yl)phenyl)-1H-benzo[d]imidazole